CCOC(CN1CCN(CC1)CC(C)C(=O)C2=CC=CC=C2)C3=CC=CC=C3 The molecule is a member of the class of piperazines in which the two amino hydrogens of piperazine are replaced by 2-benzoylpropyl and 2-ethoxy-2-phenylethyl groups. It has a role as a mucolytic. It is a N-alkylpiperazine, an ether and an aromatic ketone. It is a conjugate base of an eprazinone(2+).